3-[(7-cyano-2-formyl-2,3-dihydro-1H-inden-5-yl)oxy]azetidine-1-carboxylic acid tert-butyl ester C(C)(C)(C)OC(=O)N1CC(C1)OC=1C=C2CC(CC2=C(C1)C#N)C=O